ferric tris(diethyl-phosphinate) C(C)P([O-])(=O)CC.C(C)P([O-])(=O)CC.C(C)P([O-])(=O)CC.[Fe+3]